3-amino-N-[(6R)-2-[(3R,4S)-3-amino-4-(difluoromethyl)pyrrolidin-1-yl]-5,6,7,8-tetrahydroquinazolin-6-yl]-6-methylthieno[2,3-b]pyridine-2-carboxamide NC1=C(SC2=NC(=CC=C21)C)C(=O)N[C@H]2CC=1C=NC(=NC1CC2)N2C[C@@H]([C@H](C2)C(F)F)N